C(=O)(O)[C@]1(C[C@H](N(CC1)CC1=C(C(=CC=C1)Cl)F)C)CC=1N=C(C(=C(C(=O)O)C1)F)NC1=NNC(=C1)C 6-(((2R,4R)-4-carboxy-1-(3-chloro-2-fluorobenzyl)-2-methylpiperidin-4-yl)methyl)-3-fluoro-2-((5-methyl-1H-pyrazol-3-yl)amino)-isonicotinic acid